COC1=CC=NC=C1C#CC1=C(C=CC=C1)NS(=O)(=O)C=1C=CC=C2C(=CC=NC12)NC 4-Methoxy-5-[2-(4-methylamino-chinolin-8-sulfonylamino)-phenylethynyl]-pyridin